2-Methyl-6-(4,4,5,5-tetramethyl-1,3,2-dioxaborolan-2-yl)-3-(trifluoromethyl)phenol CC1=C(C(=CC=C1C(F)(F)F)B1OC(C(O1)(C)C)(C)C)O